C[C@]1([C@H](C(CC1)=C)C)CC(=O)OCC |o1:1,2| ethyl (1R*,2S*)-(1,2-dimethyl-3-methylenecyclopentyl)acetate